rac-5'-methoxy-2-{3-[(5-methylpyrimidin-4-yl)amino]-1H-indazol-6-yl}spiro[cyclopropan-1,3'-indol]-2'(1'H)-one COC=1C=C2C3(C(NC2=CC1)=O)C(C3)C3=CC=C1C(=NNC1=C3)NC3=NC=NC=C3C